N[C@@H]1[C@H](CC1)O (1S,2S)-2-aminocyclobutan-1-ol